C1(=CC=CC=C1)[Si](OCCOCC)(OCCOCC)OCCOCC phenyl-tris-(2-ethoxyethoxy)silane